C[C@H]1N(CCOC1)C=1C2=C(N=C(N1)C1=C3C(=NC=C1)NC=C3)C(=CS2)N2CC(CC2)O 1-(4-((R)-3-methylmorpholinyl)-2-(1H-pyrrolo[2,3-b]pyridin-4-yl)thieno[3,2-d]pyrimidin-7-yl)pyrrolidin-3-ol